diphenyl-(6-methyl-4-difluoromethyl-quinolin-2-yl)phosphorus C1(=CC=CC=C1)P(C1=NC2=CC=C(C=C2C(=C1)C(F)F)C)C1=CC=CC=C1